I.C1(CCCCC1)N cyclohexylamine hydriodide